C(C1=CC=CC=C1)N1C[C@@]2(N(CC[C@@H]2C2=CC=CC=C2)CC(F)(F)F)C2=CC=CC=C12 (3S,3'R)-1-benzyl-3'-phenyl-1'-(2,2,2-trifluoroethyl)spiro[indoline-3,2'-pyrrolidine]